methyl-4-(2-(5-pyrimidinyl)ethynyl)-2,2'-bipyridine CC=1C(=NC=CC1C#CC=1C=NC=NC1)C1=NC=CC=C1